7-[2-(benzyloxy)ethyl]-2-bromo-4-oxo-1H,6H,7H-pyrrolo[3,2-c]Pyridine-5-carboxylic acid tert-butyl ester C(C)(C)(C)OC(=O)N1C(C2=C(C(C1)CCOCC1=CC=CC=C1)NC(=C2)Br)=O